C(C)(C)(C)OC(=O)N(C=1C(=NN(C(C1)=O)C1=C(C=CC=C1)F)C(=O)OC)C Methyl 4-[tert-butoxycarbonyl(methyl)amino]-1-(2-fluorophenyl)-6-oxo-pyridazine-3-carboxylate